3,4-difluoro-N-(4-fluoro-3-(3-morpholinoquinoxaline-6-carbonyl)phenyl)benzamide FC=1C=C(C(=O)NC2=CC(=C(C=C2)F)C(=O)C=2C=C3N=C(C=NC3=CC2)N2CCOCC2)C=CC1F